4-(3-hydroxy-2,6-dimethylphenyl)-1-methyl-indazole-6-carboxamide OC=1C(=C(C(=CC1)C)C1=C2C=NN(C2=CC(=C1)C(=O)N)C)C